OCC(C)(C)C1=CC=CC(=N1)C#N 6-(1-Hydroxy-2-methylpropan-2-yl)pyridinecarbonitrile